N-(2-(tert-butyl)-5-hydroxy-4-(2-(methyl-d3)propan-2-yl-1,1,1,3,3,3-d6)phenyl)-4-oxo-1,4-dihydroquinoline-3-carboxamide C(C)(C)(C)C1=C(C=C(C(=C1)C(C([2H])([2H])[2H])(C([2H])([2H])[2H])C([2H])([2H])[2H])O)NC(=O)C1=CNC2=CC=CC=C2C1=O